(cis)-ethyl 4-(methylcarbamoyl)tetrahydrofuran-2-carboxylate CNC(=O)[C@@H]1C[C@@H](OC1)C(=O)OCC